BrC=1C=CC(=NC1)C1(CC1)NC(=O)C=1C=NN2C1CN(CC2)C(=O)OC(C)(C)C tert-butyl 3-[1-(5-bromopyridin-2-yl)cyclopropyl]carbamoyl-4H,5H,6H,7H-pyrazolo[1,5-a]pyrazine-5-carboxylate